FC(C)([N+](CC)(CC)CS(=O)(=O)O)F difluorosulfomethyltriethylammonium